BrC=1C=CC2=C(OCC(N2CCN(C)C)=O)C1 7-bromo-4-(2-(dimethylamino)ethyl)-2H-benzo[b][1,4]oxazin-3(4H)-one